(2-[(3-METHYLBUT-2-EN-1-YL)OXY]NAPHTHALEN-1-YL)BORANEDIOL CC(=CCOC1=C(C2=CC=CC=C2C=C1)B(O)O)C